6-bromo-2-chloro-3-(2,6-dioxopiperidin-3-yl)benzonitrile BrC1=CC=C(C(=C1C#N)Cl)C1C(NC(CC1)=O)=O